BrC=1C=C(C(=O)C(CC2=CC(=C(C=C2)S(=O)(=O)N)F)C(CC2CC2)=O)C=CC1F 4-(2-(3-bromo-4-fluorobenzoyl)-4-cyclopropyl-3-oxobutyl)-2-fluorobenzenesulfonamide